2,5,8,11-tetramethyl-6-dodecayne CC(C)CCC(C#CC(CCC(C)C)C)C